2-(2-(cyclopropanesulfonylamino)thiazol-4-yl)-N-(4-(pyrazin-2-yl)phenyl)acetamide C1(CC1)S(=O)(=O)NC=1SC=C(N1)CC(=O)NC1=CC=C(C=C1)C1=NC=CN=C1